ClC=1C=C(C=CC1)[C@H](C(=O)N1[C@@H]2CC([C@H]([C@H]1C(=O)N[C@@H](C[C@@H]1C(NCC1)=O)C#N)CC2)(F)F)O (1S,3S,4S)-2-((R)-2-(3-chlorophenyl)-2-hydroxyacetyl)-N-((S)-1-cyano-2-((R)-2-oxopyrrolidin-3-yl)ethyl)-5,5-difluoro-2-azabicyclo[2.2.2]octane-3-carboxamide